C1N(CCC12CCNCC2)C(=O)OC2=CC=C1C(=CC=NC1=C2)NC2=CN=NC(=C2)C2=C(C=CC(=C2)Cl)F 4-{[6-(5-chloro-2-fluorophenyl)pyridazin-4-yl]amino}quinolin-7-yl 2,8-diazaspiro[4.5]decane-2-carboxylate